C(\C=C/C(=O)[O-])(=O)[O-].C(\C=C/C(=O)[O-])(=O)[O-].C(CCC)[Sn+4](CCCC)CCCC monobutyl-dibutyltin bismaleate